3,6-Dimethyl-8-[(1R)-1-[(2-methyl-3-pyridyl)amino]ethyl]-2-phenyl-chromen-4-one CC1=C(OC2=C(C=C(C=C2C1=O)C)[C@@H](C)NC=1C(=NC=CC1)C)C1=CC=CC=C1